1-(3-bromo-5-fluorophenyl)-3-[3-chloro-2-(2-hydroxyethyl)phenyl]urea BrC=1C=C(C=C(C1)F)NC(=O)NC1=C(C(=CC=C1)Cl)CCO